ClC[C@H]1CNC(O1)=O (5R)-5-(chloromethyl)oxazolidin-2-one